[tri(prop-2-yl)]silane CC(C)[SiH](C(C)C)C(C)C